2-amino-5-fluorothieno[2,3-b]pyridine-3-carbonitrile NC1=C(C=2C(=NC=C(C2)F)S1)C#N